cumalmethylnonylacetaldehyde C(C1=CC=C(C(C)C)C=C1)=CC(C=O)CCCCCCCCC